trimethyldec-ylammonium C[N+](CCCCCCCCCC)(C)C